2,5-bis(4-hydroxy-2-chlorophenyl)-3-chlorothiophene OC1=CC(=C(C=C1)C=1SC(=CC1Cl)C1=C(C=C(C=C1)O)Cl)Cl